FC(C1=NC=CC(=C1)C1=C(NC2=NC=C(C=C21)C2=CC=C(CN1CC(CCC1)O)C=C2)CC)F 1-(4-(3-(2-(difluoromethyl)pyridin-4-yl)-2-ethyl-1H-pyrrolo[2,3-b]pyridin-5-yl)benzyl)piperidin-3-ol